3-chloro-4-(2-methyl-oxazol-5-yl)aniline ClC=1C=C(N)C=CC1C1=CN=C(O1)C